5-((1-benzylpiperidin-4-yl)(methyl)amino)-3-fluoro-4-methyl-N-(thiazol-4-yl)pyridine-2-sulfonamide Methyl-3-(4-(3-amino-2-oxopyrrolidin-1-yl)phenyl)propanoate COC(CCC1=CC=C(C=C1)N1C(C(CC1)N)=O)=O.C(C1=CC=CC=C1)N1CCC(CC1)N(C=1C(=C(C(=NC1)S(=O)(=O)NC=1N=CSC1)F)C)C